BrC1=C(C(=CC=C1)F)N1N=C2C(=CC1=O)NNC2=O 5-(2-bromo-6-fluorophenyl)-1H-pyrazolo[4,3-c]pyridazine-3,6(2H,5H)-dione